C12COCC(CC1)N2CC(=O)NC=2N=CC1=CC=C(C=C1C2)C=2SC(=NN2)C 2-(3-oxa-8-azabicyclo[3.2.1]oct-8-yl)-N-(6-(5-methyl-1,3,4-thiadiazol-2-yl)isoquinolin-3-yl)acetamide